[Sn].S(N)(O)(=O)=O sulfamic acid tin